OCCCCOC 1-hydroxy-4-methoxybutan